C(C)(C)(C)OC(=O)N1C(C2=CC=CC=C2C1=O)CC1=NC=CC=C1Br.N1C=CC2=CC=C(C=C12)C=1NC=C(N1)C(=O)C1=CC(=C(C(=C1)OC)OC)OC (2-(1H-indol-6-yl)-1H-imidazol-4-yl)(3,4,5-trimethoxyphenyl)methanone tert-butyl-1-((3-bromopyridin-2-yl)methyl)-3-oxoisoindoline-2-carboxylate